2,5-difluoro-phenylalanine FC1=C(C[C@H](N)C(=O)O)C=C(C=C1)F